2-((3-(3-chloro-5-fluoro-8,9-dihydropyrido[3',2':4,5]pyrrolo[1,2-a]pyrazin-7(6H)-yl)-2-hydroxy-3-oxopropoxy)methyl)azetidin ClC1=CC=2C(=C3N(CCN(C3)C(C(COCC3NCC3)O)=O)C2N=C1)F